nitro-4-trifluoromethyl-1,1'-biphenyl [N+](=O)([O-])C1=C(C=CC(=C1)C(F)(F)F)C1=CC=CC=C1